methyl (S)-1-((6-((2,2'-dichloro-3'-(5-formylpicolinamido)-[1,1'-biphenyl]-3-yl)carbamoyl)pyridin-3-yl)methyl)piperidine-2-carboxylate ClC1=C(C=CC=C1NC(=O)C1=CC=C(C=N1)CN1[C@@H](CCCC1)C(=O)OC)C1=C(C(=CC=C1)NC(C1=NC=C(C=C1)C=O)=O)Cl